C(C)(C)(C)OC(=O)C(CCCCCCCCN)N 1-t-butoxycarbonyl-1,9-diaminononane